(2-(2,6-dioxopiperidin-3-yl)-1-oxoisoindolin-5-yl)-3,4-dihydroisoquinoline-2(1H)-carboxamide O=C1NC(CCC1N1C(C2=CC=C(C=C2C1)C1N(CCC2=CC=CC=C12)C(=O)N)=O)=O